C[As](=O)(C)[O-].[Na+] The molecule is the organic sodium salt of dimethylarsinate. It has a role as a buffer and a herbicide. It contains a dimethylarsinate.